C(C)(=O)OC1=CC=C(C=C1)S(=O)(=O)O 4-acetoxybenzenesulfonic acid